1-(3-chloro-5'-fluoro-2'-methoxy-3'-(4,4,5,5-tetramethyl-1,3,2-dioxaborolan-2-yl)-[1,1'-biphenyl]-yl)-3-methylimidazolidin-2-one ClC=1C(=C(C=CC1)C1=C(C(=CC(=C1)F)B1OC(C(O1)(C)C)(C)C)OC)N1C(N(CC1)C)=O